4-fluoro-7-vinyl-3,4-dihydro-2,4-methylene-1,8-naphthyridine-1(2H)-carboxylic acid tert-butyl ester C(C)(C)(C)OC(=O)N1C2CC(C3=CC=C(N=C13)C=C)(C2)F